ClC=1C(=NC(=CC1N)N1[C@H](CN(CC1)C[C@H](C)OC)C)F 3-chloro-2-fluoro-6-((S)-4-((S)-2-methoxypropyl)-2-methylpiperazin-1-yl)pyridin-4-amine